FC1=C(C=CC(=C1)OC=1SC=C(N1)C=1C=NC(=CC1)C)NC1=NC=NC2=CC(=C(C=C12)NC1CCNCC1)OC N4-(2-fluoro-4-((4-(6-methylpyridin-3-yl)thiazol-2-yl)oxy)phenyl)-7-methoxy-N6-(piperidin-4-yl)quinazoline-4,6-diamine